C(C1=CC=CC=C1)OC(=O)N[C@@H]1[C@@H](CN(CC1)C(=O)OC(C)(C)C)F tert-butyl (cis)-4-(((benzyloxy) carbonyl) amino)-3-fluoropiperidine-1-carboxylate